IC(C(=O)O)(C(=O)C)C 2-iodo-2-methylacetoacetic acid